FC=1C(=NC(=NC1)OC)C(C(=O)O)C 2-(5-fluoro-2-methoxypyrimidin-4-yl)propionic acid